FC=1C2=C(N3C1C=NCC3)N=CC(=C2)C(F)(F)F 5-fluoro-3-(trifluoromethyl)-8,9-dihydropyrido[3',2':4,5]pyrrolo[1,2-a]pyrazin